B([O-])(O)O.BrC1=C(C(C(=O)O)=CC=C1)OCl.[Na+] Sodium Bromochlorosalicylate Borate